3,3-dimethyl-N-(3-methyl-1,1-dioxathiolan-3-yl)-2-oxoindoline-5-carboxamide CC1(C(NC2=CC=C(C=C12)C(=O)NC1(SOCC1)C)=O)C